N-ethyl-N-propan-2-ylpropan-2-amine C(C)N(C(C)C)C(C)C